Phenyl-7-hydroxybenzofuran C1(=CC=CC=C1)C=1OC2=C(C1)C=CC=C2O